C(C=C)(=O)N1C[C@@H](N(C[C@H]1C)C1=NC(N2C3=C(C(=C(C=C13)Cl)C1=C(C=C(C=C1)F)F)OC[C@H]2CN2CC(CC2)(F)F)=O)C (3R)-7-((2S,5R)-4-acryloyl-2,5-dimethylpiperazin-1-yl)-9-chloro-10-(2,4-difluorophenyl)-3-((3,3-difluoropyrrolidin-1-yl)methyl)-2H-[1,4]oxazino[2,3,4-ij]quinazolin-5(3H)-one